1-[3,5-difluoro-4-[1-methyl-4-(trifluoromethyl)imidazol-2-yl]phenyl]ethanol FC=1C=C(C=C(C1C=1N(C=C(N1)C(F)(F)F)C)F)C(C)O